CC=1C=C(C=CC1)S(=O)(=O)Cl 3-methyl-benzeneSulfonyl chloride